imidazoline chloropyridine salt ClC1=NC=CC=C1.N1C=NCC1